C1(CC1)C=1C=CC=2N(C1)C=C(N2)CC2=CC(=NC=N2)N 6-((6-cyclopropylimidazo[1,2-a]pyridin-2-yl)methyl)pyrimidin-4-amine